C(C)(=O)N1CCC2(C[C@H](NC2=O)CCN2CCN(CC2)C2=CC=C(C=C2)F)CC1 (S)-8-acetyl-3-(2-(4-(4-fluorophenyl)piperazin-1-yl)ethyl)-2,8-diazaspiro[4.5]decan-1-one